[Fe](Cl)(Cl)Cl.C1(=CC=CC=C1)C=1C2=CC=C(N2)C(=C2C=CC(C(=C3C=CC(=C(C=4C=CC1N4)C4=CC=CC=C4)N3)C3=CC=CC=C3)=N2)C2=CC=CC=C2 5,10,15,20-tetraphenyl-21h,23h-porphyrin iron (III) chloride